rel-(4R)-6-[6-bromo-4-(difluoromethoxy)-2-methyl-indazol-3-yl]-8-methoxy-4-methyl-2-(2-trimethylsilylethoxymethyl)-3,4-dihydroisoquinolin-1-one BrC=1C=C(C2=C(N(N=C2C1)C)C=1C=C2[C@H](CN(C(C2=C(C1)OC)=O)COCC[Si](C)(C)C)C)OC(F)F |o1:14|